C1=CC=C(C=2C3=CC=CC=C3C3(C12)C1=CC=CC=C1C=1C=CC=CC13)B1OC(C)(C)C(C)(C)O1 9,9'-spirobifluorene-4-boronic acid pinacol ester